2-((5-chloropyridin-2-yl)methyl)-8-(3-(trifluoromethyl)phenyl)-1,3,4,12a-tetrahydrobenzo[e]pyrazino[1,2-a][1,4]diazepine-6,12(2H,11H)-dione 2,2,2-trifluoroacetate FC(C(=O)O)(F)F.ClC=1C=CC(=NC1)CN1CC2N(C(C3=C(NC2=O)C=CC(=C3)C3=CC(=CC=C3)C(F)(F)F)=O)CC1